C(C)C1=NC(=NO1)C=1C=C2CC[C@H](C2=CC1)NC(=O)C1=CC(=NO1)OC (R)-N-(5-(5-ethyl-1,2,4-oxadiazol-3-yl)-2,3-dihydro-1H-inden-1-yl)-3-methoxyisoxazole-5-carboxamide